S(N)(=O)(=O)N1CCC2(C[C@H]2C(=O)N)CC1 (1R)-6-sulfamoyl-6-azaspiro[2.5]octane-1-carboxamide